5-(((4-(3-chloro-4-(2-chloro-3-((3-fluoro-4-(((2-hydroxyethyl)(methyl)amino)methyl)pyridin-2-yl)amino)phenyl)pyridin-2-yl)-2-methoxybenzyl)amino)methyl)pyrrolidin-2-one ClC=1C(=NC=CC1C1=C(C(=CC=C1)NC1=NC=CC(=C1F)CN(C)CCO)Cl)C1=CC(=C(CNCC2CCC(N2)=O)C=C1)OC